NCCC[Si](O[Si](C)(C)C)(O[Si](C)(C)C)C 3-aminopropylmethylbis(trimethylsiloxy)silane